ClC1=CC=C(C=C1)[C@@]1(N(C(C2=CC(=CC=C12)C(CN1C[C@@H](CC1)O)(C)O)=O)CC1=NC=C(C=C1)Cl)OC (3R)-3-(4-chlorophenyl)-2-[(5-chloropyridin-2-yl)methyl]-6-{2-hydroxy-1-[(3R)-3-hydroxypyrrolidin-1-yl]propan-2-yl}-3-methoxy-2,3-dihydro-1H-isoindol-1-one